BrC1=C(CCN)C=CC(=C1OC)OC 2-bromo-3,4-dimethoxyphenethylamine